(Z)-2-(5-fluoro-1-(4-isopropylbenzyl)-2-methyl-1H-inden-3-yl)ethan-1-ol FC=1C=C2C(=C(C(C2=CC1)CC1=CC=C(C=C1)C(C)C)C)CCO